N-Cyclobutyl-2-methylsulfonyl-thieno[2,3-d]thiazole-5-carboxamide C1(CCC1)NC(=O)C1=CC2=C(N=C(S2)S(=O)(=O)C)S1